OC(C(=O)O)O hydroxyl-glycolic acid